2-(2-diethylaminoethyl)pyridine C(C)N(CCC1=NC=CC=C1)CC